N-(trimethylphenyl)-amide CC1=C(C(=C(C=C1)[NH-])C)C